3-(4-hydroxy-1H-pyrazol-1-yl)-2,2-dimethylpropionitrile OC=1C=NN(C1)CC(C#N)(C)C